farnesyl-ammonium pyrophosphate [O-]P([O-])(=O)OP(=O)([O-])[O-].C(C=C(C)CCC=C(C)CCC=C(C)C)[NH3+].C(C=C(C)CCC=C(C)CCC=C(C)C)[NH3+].C(C=C(C)CCC=C(C)CCC=C(C)C)[NH3+].C(C=C(C)CCC=C(C)CCC=C(C)C)[NH3+]